CN(CCN(C1=NC(=C(C=C1[N+](=O)[O-])NC1=NC=NC(=N1)N1CC(C2=NC(=CC=C21)C)(C)C)OC(C)C)C)C N2-(2-(dimethylamino)ethyl)-6-isopropoxy-N2-methyl-3-nitro-N5-(4-(3,3,5-trimethyl-2,3-dihydro-1H-pyrrolo[3,2-b]pyridin-1-yl)-1,3,5-triazin-2-yl)pyridin-2,5-diamine